5-(2-(tert-butylamino)-1,1-difluoro-2-oxoethyl)-N-(4-fluoro-3-methylphenyl)-1,2,4-trimethyl-1H-pyrrole-3-carboxamide C(C)(C)(C)NC(C(F)(F)C1=C(C(=C(N1C)C)C(=O)NC1=CC(=C(C=C1)F)C)C)=O